5-({1,3-dioxo-2-[2-(propan-2-yloxy)acetyl]-2,3-dihydro-1H-inden-5-yl}sulfonyl)-2-[2-(propan-2-yloxy)acetyl]-2,3-dihydro-1H-indene-1,3-dione O=C1C(C(C2=CC(=CC=C12)S(=O)(=O)C=1C=C2C(C(C(C2=CC1)=O)C(COC(C)C)=O)=O)=O)C(COC(C)C)=O